tetradecane-d C(CCCCCCCCCCCCC)[2H]